C(C)S(=O)(=O)C1=CC=C(CNC(C2=CN=C(C=C2)N2[C@@H](CC(C2)C2=CC=C(C=C2)C(F)(F)F)COC)=O)C=C1 N-(4-(ethylsulfonyl)benzyl)-6-((2S)-2-(methoxymethyl)-4-(4-(trifluoromethyl)phenyl)pyrrolidin-1-yl)nicotinamide